NC1=C(C=CC=C1C1=CC=CC=C1)C1=CC=CC=C1 2'-amino-[1,1':3',1''-terphenyl]